ClC1=C2C=C(NC2=NC=C1)CCCC1CCNCC1 4-(3-(4-Chloro-7-azaindol-2-yl)propyl)piperidine